CC1=C(C(=CC(=C1)C)C)S(=O)(=O)[O-].N[N+]1=CC2=CC=CC=C2C(=C1Br)OCC1=CC=CC=C1 2-Amino-4-(benzyloxy)-3-bromoisoquinolin-2-ium 2,4,6-trimethylbenzenesulfonate